2-allyl-6-(2H-1,3-benzodioxol-5-ylamino)-1-[6-(1-methyl-4-piperidyloxy)-2-pyridyl]-1,2-dihydro-3H-1,2,5,7-tetraazainden-3-one C(C=C)N1N(C2=NC(=NC=C2C1=O)NC1=CC2=C(OCO2)C=C1)C1=NC(=CC=C1)OC1CCN(CC1)C